Cl.ClC1=CC2=C(N=N1)N(C=N2)CC2CCNCC2 4-({3-Chloro-7H-imidazo[4,5-c]pyridazin-7-yl}methyl)piperidine hydrochloride